BrC1=C(C=C2C(=CC(=CC2=C1)C(=O)OCC)O)F ethyl 7-bromo-6-fluoro-4-hydroxy-2-naphthoate